3-(pyrimidin-5-yl)-1,2,4-thiadiazol-5-amine N1=CN=CC(=C1)C1=NSC(=N1)N